ClC=1N=C(C2=C(N1)C(=C(N=C2)C2=CC(=CC1=CC=C(C(=C21)CC)F)OCOC)F)N2C[C@@](CCC2)(O)C (3R)-1-[2-chloro-7-[8-ethyl-7-fluoro-3-(methoxymethoxy)-1-naphthyl]-8-fluoro-pyrido[4,3-d]pyrimidin-4-yl]-3-methyl-piperidin-3-ol